ClC=1CN(N2C1N=C(NC1=C2C=CC=C1)C1=C(C=CC=C1F)F)C(C)C 3-chloro-5-(2,6-difluorophenyl)-N-isopropyl-6H-pyrazolo[1,5-a][1,3,5]benzotriazepine